NC1=CC2=CN(N=C2C=C1OCCO)C1CCC(CC1)N1CCN(CC1)C(=O)OC(C)(C)C tert-butyl 4-((1r,4r)-4-(5-amino-6-(2-hydroxyethoxy)-2H-indazol-2-yl)cyclohexyl)piperazine-1-carboxylate